C1(=CC=CC=C1)C1=CC=C2N1C1=CC=CC=C1N=C2 phenyl-pyrrolo[1,2-a]quinoxaline